methyl-(ethyl)amine CNCC